4-phenyl-1-(1-phenylvinyl)-3-(trifluoromethyl)pyrazole C1(=CC=CC=C1)C=1C(=NN(C1)C(=C)C1=CC=CC=C1)C(F)(F)F